CC(C(=O)C1=CC=C(C=C1)SC)(C)N1CCOCC1 2-methyl-4'-(methylthio)2-morpholinopropiophenone